NC1=NC2=C(C=C(C=C2C=C1C)NC(=O)C1=C(C=C(C=C1)Br)N1CCC2(CC2)CC1)N1CCC(CC1)(F)F N-[2-amino-8-(4,4-difluoropiperidinyl)-3-methyl-(6-quinolinyl)][2-(6-azaspiro[2.5]oct-6-yl)-4-bromophenyl]carboxamide